NC1=NC=CC2=C(C=CC=C12)C=1C=C2CCC3(CCN(CC3)CC(=O)O)C2=CC1 5-(1-aminoisoquinolin-5-yl)-1'-(carboxymethyl)-2,3-dihydrospiro[indene-1,4'-piperidine]